tert-butyl {[1-(methoxymethyl)cyclopentyl]methyl}carbamate COCC1(CCCC1)CNC(OC(C)(C)C)=O